ClC1=CC=C(C(=O)N/N=C(\C)/C2=CC3=CC=CC=C3C=C2)C=C1 (E)-4-chloro-N'-(1-(naphthalen-2-yl)ethylidene)benzohydrazide